N1=CC(=CC=C1)CCN 2-(3-pyridyl)ethylamine